N-(5-(tert-butyl)-4-methylthiazol-2-yl)-3-((7-(5-methyl-1,2,4-oxadiazol-3-yl)isoquinolin-1-yl)amino)azetidine-1-carboxamide C(C)(C)(C)C1=C(N=C(S1)NC(=O)N1CC(C1)NC1=NC=CC2=CC=C(C=C12)C1=NOC(=N1)C)C